pyridinedione C1=CC(=O)C(=O)N=C1